N-((S)-1'-(6-((2-amino-3-chloropyridine-4-yl)thio)-1,2,4-triazin-3-yl)-1,3-dihydrospiro[inden-2,4'-piperidin]-1-yl)-2-methylpropan-2-sulfinamide NC1=NC=CC(=C1Cl)SC1=CN=C(N=N1)N1CCC2(CC1)[C@@H](C1=CC=CC=C1C2)NS(=O)C(C)(C)C